C1(CC1)C(=O)O Cyclopropane-1-Formic acid